ethyl 3-[5-(tert-butoxycarbonylamino)-2-chloro-4-pyridyl]propanoate C(C)(C)(C)OC(=O)NC=1C(=CC(=NC1)Cl)CCC(=O)OCC